O[C@@H]1COCC[C@H]1NC1=CC=CC(=N1)S(=O)(=O)NC1=NC(=C(C=C1)C(F)(F)F)C1=C(C=CC=C1)C 6-{[(3S,4R)-3-hydroxyoxacyclohex-4-yl]amino}-N-[6-(2-methylphenyl)-5-(trifluoromethyl)pyridin-2-yl]pyridine-2-sulfonamide